FC1(CC(CC1)N1CC(C(CC1)NC(=O)C1=CC(=CC=2N(C=NC21)CC(F)(F)F)C#CCNC=2C(OC)=CC=C(C2)S(=O)(=O)C)C)F N-[1-(3,3-difluorocyclopentyl)-3-methyl-4-piperidyl]-6-[3-(4-mesyl-2-anisidino)-1-propynyl]-1-(2,2,2-trifluoroethyl)-1H-1,3-benzimidazole-4-carboxamide